NC(C(=O)N1CCCCC1)CCCCC aminopiperidin-1-yl-heptan-1-one